trimethyl-phenyl-phosphorus iodide CP(C1=CC=CC=C1)(C)(C)I